ClC1=C(C=C(C=C1O)O)C(\C=C\C1=CC2=CC=CC=C2C=C1)=O 1-(2-chloro-3,5-dihydroxyphenyl)-3-(naphthalen-2-yl)-(2E)-2-propen-1-one